6-(2-chlorophenyl)-3-methyl-1-phenyl-1,5-dihydro-4H-pyrazolo[3,4-d]pyrimidin-4-one ClC1=C(C=CC=C1)C=1NC(C2=C(N1)N(N=C2C)C2=CC=CC=C2)=O